N-(2-(11-oxo-2,3,6,7-tetrahydro-1H,5H,11H-pyrano[2,3-f]pyrido[3,2,1-ij]quinolin-9-yl)ethyl)acetamide O=C1C=C(C=2C(=C3CCCN4C3=C(C2)CCC4)O1)CCNC(C)=O